N-[6-[4-(chloromethyl)phenyl]-2-methoxy-3-pyridyl]-5-methyl-3-phenyl-isoxazole-4-carboxamide ClCC1=CC=C(C=C1)C1=CC=C(C(=N1)OC)NC(=O)C=1C(=NOC1C)C1=CC=CC=C1